2-(3,8-diazabicyclo[3.2.1]octan-8-yl)-N-((S)-chroman-4-yl)-7,8-dihydro-1,6-naphthyridine-6(5H)-carboxamide C12CNCC(CC1)N2C2=NC=1CCN(CC1C=C2)C(=O)N[C@H]2CCOC1=CC=CC=C21